(E)-2-fluoro-6-(((4-methylpiperazin-1-yl)imino)methyl)-4-(3-(6-(pyrrolidin-1-yl)pyridin-3-yl)-1,2,4-thiadiazol-5-yl)phenol FC1=C(C(=CC(=C1)C1=NC(=NS1)C=1C=NC(=CC1)N1CCCC1)/C=N/N1CCN(CC1)C)O